2-hydroxyethyl(trimethyl)azanium OCC[N+](C)(C)C